(5S)-3-((2-((S)-2,2-dicyclopropyl-1-(1-ethyl-1H-pyrazole-5-carboxamido)ethyl)imidazo[1,2-b]pyridazin-7-yl)methyl)-2-oxo-5-(trifluoromethyl)piperidine-3-carboxylic acid C1(CC1)C([C@H](NC(=O)C1=CC=NN1CC)C=1N=C2N(N=CC(=C2)CC2(C(NC[C@H](C2)C(F)(F)F)=O)C(=O)O)C1)C1CC1